[Cl-].[Cl-].C1(=CC=CC=C1)C(C1=CC=CC=C1)=[Hf+2]C1(C(=CC=C1)C1=CC(=CC=2C3=CC(=CC=C3CC12)C(C)(C)C)C(C)(C)C)CC(=C)C[Si](C)(C)C diphenylmethylene[(3,6-di-tert-butylfluorenyl){(2-trimethylsilylmethylallyl)cyclopentadienyl}]hafnium dichloride